O=C[C@@H](O)[C@H](O)[C@@H](O)[C@@H](O)C(=O)[O-] L-glucuronate